Tert-butyl 3-(4-(((4S,7S)-4-(hydroxymethyl)-10,10,11,11-tetramethyl-3,6-dioxo-2,9-dioxa-5-aza-10-siladodecan-7-yl)carbamoyl)thiazol-2-yl)benzoate OC[C@@H](C(OC)=O)NC([C@H](CO[Si](C(C)(C)C)(C)C)NC(=O)C=1N=C(SC1)C=1C=C(C(=O)OC(C)(C)C)C=CC1)=O